COC=1C=C(C=CC1OC)C1=CC=NC=2N1N=C(C2)C(=O)N2CCCC1=CC(=CC=C21)C(=O)OC.C(CCC)OC(CC(OCCCC)(OCCCC)OCCCC)[SiH2]O[SiH2]O[SiH3] Tetrabutoxypropyl Trisiloxane methyl 1-(7-(3,4-dimethoxyphenyl)pyrazolo[1,5-a]pyrimidine-2-carbonyl)-1,2,3,4-tetrahydro-quinoline-6-carboxylate